4-(2,6-dimethylmorpholin-4-yl)aniline CC1CN(CC(O1)C)C1=CC=C(N)C=C1